CC1=CC=C(C=C1)S(=O)(=O)OCC1(CC1)N1N=CC(=C1)Br (1-(4-bromo-1H-pyrazol-1-yl)cyclopropyl)methyl 4-methylbenzenesulfonate